(1S,2S)-2-((((1R,2S,5R)-2-Isopropyl-5-methylcyclohexyl)oxy)carbonyl)cyclopropane-1-carboxylic acid C(C)(C)[C@H]1[C@@H](C[C@@H](CC1)C)OC(=O)[C@@H]1[C@H](C1)C(=O)O